tert-butyl 7-chloro-5-oxo-8-(((trifluoromethyl)sulfonyl)oxy)-1,5-dihydro-2H-chromeno[3,4-c]pyridine-3(4H)-carboxylate ClC1=C(C=CC2=C1OC(C=1CN(CCC12)C(=O)OC(C)(C)C)=O)OS(=O)(=O)C(F)(F)F